N1(CCCCC1)CCCCCCCCNC=1C=C(C=CC1)C1C(NC(CC1)=O)=O 3-(3-((8-(piperidin-1-yl)octyl)amino)phenyl)piperidine-2,6-dione